CO\N=C(/N)\C1=CC=C2C(=N1)N(C(=C2)C(=O)OC)CC2=CC=CC1=CC=CC=C21 Methyl (Z)-6-(N'-methoxycarbamimidoyl)-1-(naphthalen-1-ylmethyl)-1H-pyrrolo[2,3-b]pyridine-2-carboxylate